(S)-5-fluoro-4-(5-fluoro-1-methyl-2,3-dihydro-1H-benzo[d]pyrrolo[1,2-a]imidazol-7-yl)-N-(5-((4-methylpiperazin-1-yl)methyl)pyridin-2-yl)pyrimidin-2-amine FC=1C(=NC(=NC1)NC1=NC=C(C=C1)CN1CCN(CC1)C)C1=CC2=C(N=C3N2[C@H](CC3)C)C(=C1)F